(R)-4-((3S,5S,8R,9S,10S,13R,14S,17R)-3-hydroxy-10,13-dimethylhexadecahydro-1H-cyclopenta[a]phenanthren-17-yl)-1-(4-(pyrimidin-4-yl)piperazin-1-yl)pentan-1-one O[C@H]1CC[C@@]2([C@H]3CC[C@@]4([C@H](CC[C@H]4[C@@H]3CC[C@H]2C1)[C@@H](CCC(=O)N1CCN(CC1)C1=NC=NC=C1)C)C)C